tert-butyl 3-(2-hydroxyacetyl)-3,6-diazabicyclo[3.1.1]heptane-6-carboxylate OCC(=O)N1CC2N(C(C1)C2)C(=O)OC(C)(C)C